chloroquinoline-3-carbaldehyde ClC1=NC2=CC=CC=C2C=C1C=O